C(/CCCCCCCCC)=C/1\C(OC(C1)C)=O (E,Z)-3-decylidene-5-methyl-dihydro-furan-2-one